(Z)-2-fluoro-3-(5-methylpyridin-2-yl)acrylic acid ethyl ester C(C)OC(/C(=C/C1=NC=C(C=C1)C)/F)=O